(S)-6-((4-hydroxyphenethyl)amino)-6-oxohexane-1,5-diaminium 2,2,2-trifluoroacetate FC(C(=O)[O-])(F)F.OC1=CC=C(CCNC([C@H](CCCC[NH3+])[NH3+])=O)C=C1.FC(C(=O)[O-])(F)F